CC1(CC2=C(C(=CS2)C(F)(F)F)CC1)N 6-methyl-3-(trifluoromethyl)-5,7-dihydro-4H-benzothiophen-6-amine